methyl 2-(2-(2-chlorophenyl) acetyl)-5-fluoro-3-nitrobenzoate ClC1=C(C=CC=C1)CC(=O)C1=C(C(=O)OC)C=C(C=C1[N+](=O)[O-])F